4-((3,5-dimethylisoxazol-4-yl)methoxy)-N-(4-(3-methoxyphenyl)thiazol-2-yl)benzamide CC1=NOC(=C1COC1=CC=C(C(=O)NC=2SC=C(N2)C2=CC(=CC=C2)OC)C=C1)C